1-phenyl-8-(2-(4-(trifluoromethyl)phenyl)acetyl)-1,3,8-triazaspiro[4.5]decan-4-one C1(=CC=CC=C1)N1CNC(C12CCN(CC2)C(CC2=CC=C(C=C2)C(F)(F)F)=O)=O